5-(3-(4-ethylhex-1-ynyl)phenoxy)-1H-1,2,3-triazole-4-carboxylic acid C(C)C(CC#CC=1C=C(OC2=C(N=NN2)C(=O)O)C=CC1)CC